CNC([O-])=O N-methylcarbamate